N-(2-(4-((R)-3-(dimethylamino)pyrrolidine-1-yl)piperidine-1-yl)-4-methoxy-5-((6-((R)-3-(3-methoxyphenyl)isoxazolidine-2-yl)pyrimidine-4-yl)amino)phenyl)acrylamide CN([C@H]1CN(CC1)C1CCN(CC1)C1=C(C=C(C(=C1)OC)NC1=NC=NC(=C1)N1OCC[C@@H]1C1=CC(=CC=C1)OC)NC(C=C)=O)C